FC1=C(C=C(C=C1C1=CC=C2C(=NNC2=C1F)C=1NC=CN1)F)NS(=O)(=O)C=1C(=NSC1)OC N-(2,5-difluoro-3-(7-fluoro-3-(1H-imidazol-2-yl)-1H-indazol-6-yl)phenyl)-3-methoxyisothiazole-4-sulfonamide